C1(CCCCC1)N(C)CC1=NN=NN1C=1C=CC=C(C#N)C1 5-(5-((cyclohexyl-(methyl)amino)methyl)-1H-tetrazol-1-yl)benzonitrile